3-(1-(pyrazin-2-yl)vinyl)-1H-pyrazole N1=C(C=NC=C1)C(=C)C1=NNC=C1